2,3-dihydroquinoxalin-1-carboxylic acid N1(CCNC2=CC=CC=C12)C(=O)O